COC1=CC=C(CN(S(=O)(=O)C(=C)C)CC2=CC=C(C=C2)OC)C=C1 N,N-BIS(4-METHOXYBENZYL)PROP-1-ENE-2-SULFONAMIDE